C(C1=CC=CC=C1)NC1CCC(CC1)C[C@@H]1CC[C@@H](N1C(=O)OC(C)(C)C)C(=O)OC 1-(tert-butyl) 2-methyl (2R,5S)-5-(((1s,4R)-4-(benzylamino)cyclohexyl)methyl)pyrrolidine-1,2-dicarboxylate